5-chloro-2-(isobutyryloxy)-3-((1-(4-(isobutyryloxy)phenyl)-4-methoxy-3-oxobutan-2-ylimino)methyl)phenyl 4-methylbenzoate CC1=CC=C(C(=O)OC2=C(C(=CC(=C2)Cl)C=NC(CC2=CC=C(C=C2)OC(C(C)C)=O)C(COC)=O)OC(C(C)C)=O)C=C1